(2S)-2-(3-(tert-butyl)-3-methylureido)-4-((2-methoxypropyl)(4-(5,6,7,8-tetrahydro-1,8-naphthyridin-2-yl)butyl)amino)butanoic acid C(C)(C)(C)N(C(N[C@H](C(=O)O)CCN(CCCCC1=NC=2NCCCC2C=C1)CC(C)OC)=O)C